OC(CN1C=NC2=C(C1=O)C=C(N=C2C=2C=NN(C2)C)C2=CC=C(C=C2)C(F)(F)F)C 3-(2-Hydroxypropyl)-8-(1-methyl-1H-pyrazol-4-yl)-6-(4-(trifluoromethyl)phenyl)pyrido[3,4-d]pyrimidin-4(3H)-one